OCCS(=O)(=O)[O-] monohydroxyethylsulfonate